C(C)OP1(OC(=C(CC1)[Se]C1=CC=CC=C1)C1=CC=C(C#N)C=C1)=O 4-(2-Ethoxy-2-oxido-5-(phenylselanyl)-3,4-dihydro-1,2-oxaphosphinin-6-yl)benzonitrile